Cl[Ni-2](Cl)(Cl)Cl tetrachloronickel (II)